OCCN(C1=C(C=C2C(=C(C(N(C2=C1)C)=O)C#N)N1CCC(CC1)C=1OC2=C(N1)C=C(C=C2)C)C)C 7-[(2-hydroxyethyl)(methyl)amino]-1,6-dimethyl-4-[4-(5-methyl-1,3-benzoxazol-2-yl)piperidin-1-yl]-2-oxo-1,2-dihydroquinoline-3-carbonitrile